FC(CN1N=NC2=C1C=C(C=C2)C=2C=CN1N=C(N=C(C12)OC)N[C@H]1C(CN(C1)C(C([2H])([2H])[2H])=O)(F)F)F (R)-1-(4-((5-(1-(2,2-difluoroethyl)-1H-benzo[d][1,2,3]triazol-6-yl)-4-methoxypyrrolo[2,1-f][1,2,4]triazin-2-yl)amino)-3,3-difluoropyrrolidin-1-yl)ethan-1-one-2,2,2-d3